2-((S)-4-(7-(benzothien-4-yl)-6-chloro-2-(((S)-1-methylpyrrolidin-2-yl)methoxy)pyridino[2,3-d]pyrimidin-4-yl)-1-(2-fluoroacryloyl)piperazin-2-yl)acetonitrile S1C=CC2=C1C=CC=C2C=2C(=CC1=C(N=C(N=C1N1C[C@@H](N(CC1)C(C(=C)F)=O)CC#N)OC[C@H]1N(CCC1)C)N2)Cl